ClC=1C=C(C=C2C(=NC(=NC12)C)C=1SC(=NN1)C(F)F)S(=O)(=O)NC1(CC1)CF 8-chloro-4-(5-(difluoromethyl)-1,3,4-thiadiazol-2-yl)-N-(1-(fluoromethyl)cyclopropyl)-2-methylquinazoline-6-sulfonamide